7-(imidazo[1,2-b]pyridazin-3-ylethynyl)-6-methyl-N-(3-(2,2,2-trifluoroethyl)phenyl)benzo[d]isoxazol-3-amine N=1C=C(N2N=CC=CC21)C#CC2=C(C=CC=1C(=NOC12)NC1=CC(=CC=C1)CC(F)(F)F)C